N-methyl-ethanolamine HCl Cl.CNCCO